1,5-diphosphoribose P(=O)(O)(O)C(=O)[C@H](O)[C@H](O)[C@H](O)COP(=O)(O)O